carbazole-3,6-disulphonic acid C1=CC(=CC=2C3=CC(=CC=C3NC12)S(=O)(=O)O)S(=O)(=O)O